C1(=CC=CC=C1)C=1C(C(=C2C1C1=CC=CC=C1C=1C=CC=CC21)C2=CC=CC=C2)=O 1,3-diphenyl-2H-cyclopenta[l]phenanthr-2-one